C(C1=CC=CC=C1)OC(=O)N1[C@@H]2[C@H](C[C@H]1CC2)NC(=O)OC(C)(C)C |o1:11,12,14| (1S,2S,4R)-rel-2-((tert-butoxycarbonyl)amino)-7-azabicyclo[2.2.1]heptane-7-carboxylic acid benzyl ester